ethyl 2-[3-(1-acetylpiperidin-4-yl)-4-(5-fluoro-1-methylindazol-6-yl)pyrazolo[3,4-b]pyridin-1-yl]acetate C(C)(=O)N1CCC(CC1)C1=NN(C2=NC=CC(=C21)C2=C(C=C1C=NN(C1=C2)C)F)CC(=O)OCC